5-(3-(((2-(4-(3-amino-4-nitrophenyl)piperazin-1-yl)ethyl)amino)methyl)-azetidin-1-yl)-2-(2,6-dioxopiperidin-3-yl)-6-fluoroisoindoline-1,3-dione NC=1C=C(C=CC1[N+](=O)[O-])N1CCN(CC1)CCNCC1CN(C1)C=1C=C2C(N(C(C2=CC1F)=O)C1C(NC(CC1)=O)=O)=O